FC(C=1C=C(C=CC1C(F)(F)F)C(C(=O)O)C)(F)F 3,4-bis(trifluoromethyl)-phenylpropionic acid